NC1=CC(=C(C(=N1)C)CNC(=O)C=1N=NN(C1)CC=1C=C2C=C(C=NC2=CC1)Cl)C N-((6-amino-2,4-dimethylpyridin-3-yl)methyl)-1-(3-chloroquinolin-6-yl)methyl-1H-1,2,3-triazole-4-carboxamide